FC1=CC=C(C=C1)C=1C(C(=NN(C1)C)C(=O)O)=O (4-fluorophenyl)-1-methyl-4-oxo-1,4-dihydropyridazine-3-carboxylic acid